FC(C(=O)[O-])(F)F.C1(=CC=CC=C1)CS(=O)(=O)NC1=C(OC/C=C/C2C[NH2+]C2)C=CC(=C1)C(=O)N1CCC(CC1)C1=CC=C(C=C1)OC=1N=NC(=CC1)C(F)(F)F (E)-3-(3-(2-((phenylmethyl)sulfonamido)-4-(4-(4-((6-(trifluoromethyl)pyridazin-3-yl)oxy)-phenyl)piperidine-1-carbonyl)phenoxy)prop-1-en-1-yl)azetidin-1-ium 2,2,2-trifluoroacetate